(3S)-3-(2-(5-(2-(azetidin-1-yl)ethyl)-2-oxo-4-(trifluoromethyl)pyridin-1(2H)-yl)-4-methylpentanamido)-3-(2'-cyclopropyl-4,5'-difluoro-5-methyl-[1,1'-biphenyl]-3-yl)propanoic acid N1(CCC1)CCC=1C(=CC(N(C1)C(C(=O)N[C@@H](CC(=O)O)C=1C=C(C=C(C1F)C)C1=C(C=CC(=C1)F)C1CC1)CC(C)C)=O)C(F)(F)F